2-[[6-chloro-3-methyl-2,4-dioxo-3,4-dihydro-1(2H)-pyrimidinyl]methyl]-4-fluorobenzonitrile ClC1=CC(N(C(N1CC1=C(C#N)C=CC(=C1)F)=O)C)=O